4-((4-(1-(2,2,2-trifluoroethyl)-1H-pyrazol-4-yl)-5-(trifluoromethyl)pyrimidin-2-yl)amino)piperidin FC(CN1N=CC(=C1)C1=NC(=NC=C1C(F)(F)F)NC1CCNCC1)(F)F